OC=1C=C(C=CC1)C=1C2=CC=C(N2)C(=C2C=CC(C(=C3C=CC(=C(C=4C=CC1N4)C4=CC(=CC=C4)O)N3)C3=CC(=CC=C3)O)=N2)C2=CC(=CC=C2)O 5,10,15,20-tetrakis(3-hydroxyphenyl)porphyrin